2-(4-(((((9H-Fluoren-9-yl)methoxy)carbonyl)amino)methyl)-N-(2-(tert-butoxy)-2-oxoethyl)benzamido)ethyl octanoate C(CCCCCCC)(=O)OCCN(C(C1=CC=C(C=C1)CNC(=O)OCC1C2=CC=CC=C2C=2C=CC=CC12)=O)CC(=O)OC(C)(C)C